FC(C=1C=C2C(=NC=NC2=CC1)N1CC(CCC1)NS(=O)(=O)C)(F)F N-(1-(6-(TRIFLUOROMETHYL)QUINAZOLIN-4-YL)PIPERIDIN-3-YL)METHANESULFONAMIDE